bromo-7-methoxy-1-methyl-1H-pyrazolo[3,4-c]pyridine BrC1=NN(C2=C(N=CC=C21)OC)C